COC(C1=C(C=C(C=C1)N1CCNCC1)C#CCNC(=O)OC(C)(C)C)=O 2-(3-((tert-Butoxycarbonyl)amino)prop-1-yn-1-yl)-4-(piperazin-1-yl)benzoic acid methyl ester